ClC=1N=C(C2=C(N1)NC=C2)N2C(COCC2)C 4-(2-chloro-7H-pyrrolo[2,3-d]pyrimidin-4-yl)-3-methylmorpholine